[N+](=O)([O-])C=1C=C(C=C2C=C(NC12)CC)CCO 2-(7-nitro-2-ethyl-1H-indol-5-yl)ethan-1-ol